4-((3-chlorobenzyl)amino)-6-(3,5-dimethylisoxazol-4-yl)-N-(4-methylpyridin-3-yl)quinazoline-2-carboxamide sodium N,N-dimethyldithiosulfamate CN(S([O-])(=S)=S)C.[Na+].ClC=1C=C(CNC2=NC(=NC3=CC=C(C=C23)C=2C(=NOC2C)C)C(=O)NC=2C=NC=CC2C)C=CC1